ClC1=C(N=C(S1)NC(=O)C=1C=NN(C1C(F)(F)F)C1=C2C=CN=C(C2=CC=C1)OC)N1N=CC=N1 N-(5-chloro-4-(2H-1,2,3-triazol-2-yl)thiazol-2-yl)-1-(1-methoxyisoquinolin-5-yl)-5-(trifluoromethyl)-1H-pyrazole-4-carboxamide